O1CCN(CC1)C=1C2=C(N=C(N1)C=1C=C(C=CC1)NC(=O)C=1OC=CN1)C=C(S2)C=2C=NC=CC2 N-(3-(4-morpholino-6-(pyridin-3-yl)thieno[3,2-d]pyrimidin-2-yl)phenyl)oxazole-2-carboxamide